ortho-iso-butyl-(methyl)styrene C(C(C)C)C1=C(C=CC)C=CC=C1